3,6-Dimethyl-octane CC(CC)CCC(CC)C